C(C)(C)(C)C=1C=C(C=C(C1O)C)CCC(=O)NCCCCCCNC(CCC1=CC(=C(C(=C1)C)O)C(C)(C)C)=O N,N'-hexamethylenebis[3-(3-tert-butyl-4-hydroxy-5-methylphenyl)propionamide]